(4-chloro-3-{4-[6-(difluoromethoxy)pyridin-3-yl]-6-oxo-1,6-dihydropyrimidin-2-yl}-2-fluorobenzyl)butanamide ClC1=C(C(=C(CC(C(=O)N)CC)C=C1)F)C=1NC(C=C(N1)C=1C=NC(=CC1)OC(F)F)=O